C1=CC2C3C(C1C4C2C(=O)OC4=O)C(=O)OC3=O bicyclo[2.2.2]-7-octene-2,3,5,6-tetracarboxylic dianhydride